CN1C(CN(CC1)C(=O)OC(C)(C)C)COS(=O)(=O)C1=CC=C(C=C1)C tert-butyl 4-methyl-3-[[(4-methylbenzenesulfonyl)oxy]methyl]piperazine-1-carboxylate